tert-butyl 3-(6-[[(benzyloxy) carbonyl] amino]-4-fluoro-5,6,7,8-tetrahydronaphthalen-2-yl)-3,8-diazabicyclo[3.2.1]octane-8-carboxylate C(C1=CC=CC=C1)OC(=O)NC1CC=2C(=CC(=CC2CC1)N1CC2CCC(C1)N2C(=O)OC(C)(C)C)F